N-(3,3-Difluorocyclobutyl)-5-(imidazo[1,2-a]pyridin-6-yl)pyrrolo[2,1-f][1,2,4]triazin-2-amine FC1(CC(C1)NC1=NN2C(C=N1)=C(C=C2)C=2C=CC=1N(C2)C=CN1)F